2-imino-3-(4-methyl-[1,1'-biphenyl]-2-yl)thiazolidin-4-one N=C1SCC(N1C1=C(C=CC(=C1)C)C1=CC=CC=C1)=O